C[Si](C)(C)C#CC=1C(=NC=CC1)N 3-((trimethylsilyl)ethynyl)pyridin-2-amine